C(C)N1C2=C(C=C(C1=O)C(=O)O)[C@H](OC=1C2=NC(=C(C1)OCCCOC)OC)C(C)C |r| (RS)-10-ethyl-6-isopropyl-2-methoxy-3-(3-methoxypropoxy)-9-oxo-9,10-dihydro-6H-pyrano[3,2-b:4,5-b']dipyridine-8-carboxylic acid